OC[C@H]1C[C@H](CCC1)NC(OC(C)(C)C)=O tert-butyl ((1S,3R)-3-(hydroxymethyl)cyclohexyl)carbamate